BrC1=C(C=C(C=O)C=C1)O[Si](C(C)C)(C(C)C)C(C)C 4-bromo-3-((triisopropylsilyl)oxy)benzaldehyde